C(C)OC=1N=C(SC1)C1=NC=NC(=C1)NCCC=1C2=C(SC1C)C(=CC(=C2)F)C 4-Ethoxy-2-{6-[2-(5-fluoro-2,7-dimethyl-benzo[b]thiophen-3-yl)-ethylamino]-pyrimidin-4-yl}-thiazol